O/C(=C(/C(=O)OCC)\C1=C(OC(C2=CC=CC=C12)=O)C1=NC=CC=C1)/C(C)C Ethyl (E)-3-hydroxy-4-methyl-2-(1-oxo-3-(pyridin-2-yl)-1H-isochromen-4-yl)pent-2-enoate